tetraphenyl-copper C1(=CC=CC=C1)[Cu](C1=CC=CC=C1)(C1=CC=CC=C1)C1=CC=CC=C1